[9-(1-octylnonoxy)-9-oxo-nonyl](2S)-4-[3-(dimethylamino)propanoyloxy]-1-(6-oxo-6-undecoxy-hexyl)pyrrolidine C(CCCCCCC)C(CCCCCCCC)OC(CCCCCCCC[C@@H]1N(CC(C1)OC(CCN(C)C)=O)CCCCCC(OCCCCCCCCCCC)=O)=O